monochloroanisole ClC1=CC=C(C=C1)OC